2-(4-nitrophenyl)-5-phenyl-6H-1,3,4,2-dioxazaborinine [N+](=O)([O-])C1=CC=C(C=C1)B1OCC(=NO1)C1=CC=CC=C1